C(C=C)(=O)N1C[C@@H](N(CC1)C=1C2=C(N(C(N1)=O)C=1C(=NC=NC1C(C)C)C(C)C)N=C(C(=C2)Cl)C2=C(C=CC=C2)F)C (S)-4-(4-acryloyl-2-methylpiperazin-1-yl)-6-chloro-1-(4,6-diisopropylpyrimidin-5-yl)-7-(2-fluorophenyl)pyrido[2,3-d]pyrimidin-2(1H)-one